5-[2-(4-methyl-6-piperazin-1-yl-3-pyridyl)-3,4,6,7,9,9a-hexahydro-1H-pyrazino[1,2-a]pyrazin-8-yl]quinoline-8-carbonitrile CC1=C(C=NC(=C1)N1CCNCC1)N1CC2N(CC1)CCN(C2)C2=C1C=CC=NC1=C(C=C2)C#N